NC1=C(C=C(C=N1)C=1C=C2N(N1)CC[C@]21CN(CC1)C[C@H]1CCC(N1)=O)O[C@H](C)C1=CC=CC=C1 (5R)-5-{[(3R)-2'-{6-amino-5-[(1R)-1-phenylethoxy]pyridin-3-yl}-5',6'-dihydrospiro[pyrrolidine-3,4'-pyrrolo[1,2-b]pyrazol]-1-yl]methyl}pyrrolidin-2-one